C(C)OC(=O)[C@H]1[C@@H]2C3CC3[C@H]([C@@H]1NC1=NC(=NN3C1=CC=C3Br)Cl)CC2 (1R,5S,6S,7S)-ethyl-7-((7-bromo-2-chloropyrrolo[2,1-f][1,2,4]triazin-4-yl)amino)tricyclo[3.2.2.02,4]nonane-6-carboxylate